9-bromo-1,1-bis(octyloxy)nonane BrCCCCCCCCC(OCCCCCCCC)OCCCCCCCC